C(=O)[C@@H]1N([C@@H](CCCC1)CCC)C(=O)OC(C)(C)C tert-Butyl (2R,7R)-2-formyl-7-propylazepane-1-carboxylate